NC=1C2=C(N=CN1)N(C(=C2C2=CC=C(C=C2)OC2=CC=CC=C2)C#CC2CCC(CC2)NC(C=C)=O)C(C)C N-(4-((4-amino-7-isopropyl-5-(4-phenoxyphenyl)-7H-pyrrolo[2,3-d]pyrimidin-6-yl)ethynyl)cyclohexyl)acrylamide